P(=O)(O)(O)P(=O)(O)O Hypodiphosphoric acid